5-(3,4-dichlorophenoxy)-2-methoxybenzaldehyde ClC=1C=C(OC=2C=CC(=C(C=O)C2)OC)C=CC1Cl